Cl.ClC1=CN=CC=2N=C(N=C(C21)N2CCC1(CCNC1)CC2)C2=CC=NC=C2 5-chloro-2-(pyridin-4-yl)-4-(2,8-diazaspiro[4.5]decan-8-yl)pyrido[3,4-d]pyrimidine hydrochloride